FC1=C(C(=CC(=C1)OC)F)C1=C(C(N(N1C)C1=CC=C(C=C1)F)=O)NC(C1=CC=C(C=C1)OC(F)(F)F)=O N-[5-(2,6-difluoro-4-methoxyphenyl)-2-(4-fluorophenyl)-1-methyl-3-oxo-2,3-dihydro-1H-pyrazol-4-yl]-4-(trifluoromethoxy)benzamide